C(C)(C)C1=C(C=CC=C1)C=1N=C(C2=C(N1)N=CC=C2)NCC2CCN(CC2)C=2NC(=C(N2)C(=O)N)C 2-(4-((2-(2-isopropylphenyl)pyrido[2,3-d]pyrimidin-4-ylamino)methyl)piperidin-1-yl)-5-methyl-1H-imidazole-4-carboxamide